2-carboxy-5-methylpyrazine-4-oxide monohydrate O.C(=O)(O)C1=NC=C([N+](=C1)[O-])C